methyl (E)-3-(1-((3,5-bis(trifluoromethyl)phenethyl)(tert-butoxycarbonyl)amino)-2,3-dihydro-1H-inden-5-yl)acrylate FC(C=1C=C(CCN(C2CCC3=CC(=CC=C23)/C=C/C(=O)OC)C(=O)OC(C)(C)C)C=C(C1)C(F)(F)F)(F)F